C(C)(=O)C1=C(C2=C(N=C(N=C2)NC2=CC=C(C=N2)/C=C/C(=O)NO)N(C1=O)C1CCCC1)C (E)-3-(6-((6-acetyl-8-cyclopentyl-5-methyl-7-oxo-7,8-dihydropyrido[2,3-d]pyrimidin-2-yl)amino)pyridin-3-yl)-N-hydroxyacrylamide